(R)-3-((3-(4-Amino-8-((2,2,2-trifluoroethyl)amino)pyrido[3,2-d]pyrimidin-6-yl)phenyl)ethynyl)-3-hydroxy-1-methylpyrrolidin-2-one NC=1C2=C(N=CN1)C(=CC(=N2)C=2C=C(C=CC2)C#C[C@]2(C(N(CC2)C)=O)O)NCC(F)(F)F